OC1(CC(C1)NC1=C(C=C(C=C1C(F)(F)F)O)[N+](=O)[O-])C 4-(((cis)-3-hydroxy-3-methylcyclobutyl)amino)-3-nitro-5-(trifluoromethyl)phenol